C(C1=CC=CC=C1)N(C=O)C(C(C(=S1CCCC1)C#N)=O)CC(C)C N-benzyl-N-{1-cyano-5-methyl-2-oxo-1-[(1E)-1λ4-thiolan-1-ylidene]hexan-3-yl}formamide